dibenzyl-phenylhydrazine C(C1=CC=CC=C1)N(NC1=CC=CC=C1)CC1=CC=CC=C1